C1C(CC(=O)N[C@@H](CC2=CNC=N2)C(=O)O)C1CC N-(3,4-methylene-caproyl)histidine